C1(=CC=CC=C1)C=1C=C(C=CC1OCCO)C1(C2=CC(=CC=C2C=2C=CC(=CC12)C1=CC=CC2=CC=CC=C12)C1=CC=CC2=CC=CC=C12)C1=CC(=C(C=C1)OCCO)C1=CC=CC=C1 9,9-di[3-phenyl-4-(2-hydroxyethoxy)phenyl]-2,7-dinaphthyl-fluorene